COC1=C(C=CC(=C1)C(C(CO)O)O)O The molecule is a compound made up of a guaiacyl core with an alpha-glyceryl substituent para to the aromatic hydroxy group. It is an aromatic alcohol, a tetrol and a member of guaiacols. It derives from a glycerol.